C(#N)C=1C=NN2C1C(=CC(=C2)C2=CC=C(C=C2)N2CCNCC2)C=2C=CC(=NC2)N2CCC(CC2)(C(=O)NC(C)C)CC 1-[5-[3-cyano-6-(4-piperazin-1-ylphenyl)pyrazolo[1,5-a]pyridin-4-yl]-2-pyridyl]-4-ethyl-N-isopropyl-piperidine-4-carboxamide